(E)-ethyl 3-(4-((4-carbamoylphenyl)(hydroxy)methyl)pyridin-2-yl)acrylate C(N)(=O)C1=CC=C(C=C1)C(C1=CC(=NC=C1)/C=C/C(=O)OCC)O